C1(CC1)NC(C1=C(C=C(C(=C1)C=1C=NC(=C(C1)C1=CC(=NS1)C)N[C@H](CO)C)C)F)=O (S)-N-cyclopropyl-2-fluoro-5-(6-((1-hydroxypropan-2-yl)amino)-5-(3-methylisothiazol-5-yl)pyridin-3-yl)-4-methylbenzamide